(S)-6-chloro-3-((1-(3,6-dimethyl-2-(2-methyl-2,6-dihydropyrrolo[3,4-c]pyrazol-5(4H)-yl)-4-oxo-3,4-dihydroquinazolin-8-yl)ethyl)amino)picolinic acid ClC1=CC=C(C(=N1)C(=O)O)N[C@@H](C)C=1C=C(C=C2C(N(C(=NC12)N1CC2=NN(C=C2C1)C)C)=O)C